3-(4-Cyclopropyl-6-methoxypyrimidin-5-yl)-5-(5-(1-ethyl-4-(trifluoromethyl)-1H-imidazol-2-yl)pyridin-2-yl)-1-methyl-4,5,6,7-tetrahydro-1H-pyrazolo[4,3-c]pyridine C1(CC1)C1=NC=NC(=C1C1=NN(C2=C1CN(CC2)C2=NC=C(C=C2)C=2N(C=C(N2)C(F)(F)F)CC)C)OC